C(C)(C)(C)C1B(OC2=C1C=CC(=C2)NC2=NN(C=C2C(=O)N)[C@@H]2COCC[C@H]2C#N)O 3-[(3-tert-butyl-2-hydroxy-1,2-benzoxaborole-6-yl)amino]-1-(trans-4-cyanotetrahydro-2H-pyran-3-yl)pyrazole-4-carboxamide